bis(2,4,6-trimethylbenzoyl)-2,4-diisopropyloxyphenylphosphine oxide CC1=C(C(=O)P(C2=C(C=C(C=C2)OC(C)C)OC(C)C)(C(C2=C(C=C(C=C2C)C)C)=O)=O)C(=CC(=C1)C)C